C(C=C)(=O)SC1=C(C2=CC=CC=C2C=C1)SC(C=C)=O Bis(acryloylthio)naphthalene